C1(CCCC1)N1N=NC2=C1C=CC(=C2)C2=NC(=NO2)C2=CC=NC=C2 cyclopentyl-5-[3-(pyridin-4-yl)-1,2,4-oxadiazol-5-yl]-1H-1,2,3-benzotriazole